(1S,2S)-N-(6-(7-(1-(1,3-dioxoisoindolin-2-yl)ethyl)-6-fluoro-5-methyl-1H-indazol-4-yl)imidazo[1,2-a]pyrazin-2-yl)-2-fluorocyclopropane-1-carboxamide O=C1N(C(C2=CC=CC=C12)=O)C(C)C=1C(=C(C(=C2C=NNC12)C=1N=CC=2N(C1)C=C(N2)NC(=O)[C@H]2[C@H](C2)F)C)F